FC=1C=C2C(N(N=C(C2=CC1F)[C@H](C)N(C(=O)NC1=CC=C(C=C1)F)CC(C)C)C)=O (S)-1-(1-(6,7-difluoro-3-methyl-4-oxo-3,4-dihydrophthalazin-1-yl)ethyl)-3-(4-fluorophenyl)-1-isobutylurea